9'-(3,5,6-tri(9H-carbazol-9-yl)-[4,4'-bipyridin]-2-yl)-9'H-9,3':6',9''-tercarbazole C1=CC=CC=2C3=CC=CC=C3N(C12)C=1C(=NC(=C(C1C1=CC=NC=C1)N1C2=CC=CC=C2C=2C=CC=CC12)N1C2=CC=CC=C2C=2C=CC=CC12)N1C2=CC=C(C=C2C=2C=C(C=CC12)N1C2=CC=CC=C2C=2C=CC=CC12)N1C2=CC=CC=C2C=2C=CC=CC12